3-(aminooxy)oxetane-3-carboxylic acid tert-butyl ester C(C)(C)(C)OC(=O)C1(COC1)ON